C(C)(C)(C)OC(=O)N1[C@H](C[C@H](CC1)C(=O)O)C(=O)OC (2R,4S)-1-(t-butoxycarbonyl)-2-(methoxycarbonyl)piperidine-4-carboxylic acid